4-bromo-1,3-dihydrobenzo[C]thiophene BrC1=CC=CC=2CSCC21